N1(CCC(CC1)C(=O)OC(C)(C)C)C(=O)OCC1=CC=CC=C1 1-benzyl 4-(tert-butyl) piperidine-1,4-dicarboxylate